Hydrazinyl-9H-purine N(N)C1=NC=C2N=CNC2=N1